1-(6-(3,5-dichloro-4-hydroxyphenyl)-4-((6-(2-(dimethylamino)ethoxy)pyridin-3-yl)-amino)-1,5-naphthyridin-3-yl)ethanone ClC=1C=C(C=C(C1O)Cl)C=1N=C2C(=C(C=NC2=CC1)C(C)=O)NC=1C=NC(=CC1)OCCN(C)C